Cl.BrC1=CC=C(C(=N1)NC(=O)C1NC2CC2(C1)C)Cl 5-Methyl-2-aza-bicyclo[3.1.0]hexane-3-carboxylic acid (6-bromo-3-chloro-pyridin-2-yl)-amide hydrochloride